CCCCC/C=C\CCCCCCCC(=O)OC[C@H](COP(=O)(O)OC[C@@H](C(=O)O)N)OC(=O)CCCC/C=C\C/C=C\C/C=C\CCCCC 1-(9Z-pentadecenoyl)-2-(6Z,9Z,12Z-octadecatrienoyl)-glycero-3-phosphoserine